FC1=CC=C(C=C1)C1=NC=2C(=NC(=CC2)N2CCNCC2)N1C1=CC=NC=C1 4-[2-(4-fluorophenyl)-5-(piperazin-1-yl)-3H-imidazo[4,5-b]Pyridin-3-yl]Pyridin